N-((1r,3r)-3-(3-Chloro-4-cyanophenoxy)-2,2,4,4-tetramethylcyclobutyl)-5-(4-formylpiperidin-1-yl)pyrimidine-2-carboxamide ClC=1C=C(OC2C(C(C2(C)C)NC(=O)C2=NC=C(C=N2)N2CCC(CC2)C=O)(C)C)C=CC1C#N